(2-(4-(2-(3,4-Dimethoxyphenyl)-3-(2,2,2-trifluoroethyl)-1H-indol-5-yl)piperidin-1-yl)-2-oxoethyl)(methyl)carbamic acid tert-butyl ester C(C)(C)(C)OC(N(C)CC(=O)N1CCC(CC1)C=1C=C2C(=C(NC2=CC1)C1=CC(=C(C=C1)OC)OC)CC(F)(F)F)=O